COC(CCN1CCN(CC1)C=1C=CC2=C(CN(CCC2(C)C)C(=O)OCC2=CC=CC=C2)C1)=O benzyl 8-(4-(3-methoxy-3-oxopropyl)piperazin-1-yl)-5,5-dimethyl-1,3,4,5-tetrahydro-2H-benzo[c]azepine-2-carboxylate